C(#N)C[C@@H]1N(CCN(C1)C=1C2=C(N=C(N1)OCCN1CCCCC1)CN(CC2)C2=CC=CC1=CC=CC=C21)C(=O)OCC2=CC=CC=C2 benzyl (2S)-2-(cyanomethyl)-4-[7-(1-naphthyl)-2-(2-(1-piperidyl)ethoxy)-6,8-dihydro-5H-pyrido[3,4-d]pyrimidin-4-yl]piperazine-1-carboxylate